OC1=C(N(N=C1C)CCC=1C=NC=CC1)C1=NNC(=N1)N1N=C(C=2C1=CN=C(C2)C)C(=O)N 1-[3-[4-hydroxy-5-methyl-2-[2-(3-pyridinyl)ethyl]pyrazol-3-yl]-1H-1,2,4-triazol-5-yl]-5-methyl-pyrazolo[3,4-c]pyridine-3-carboxamide